ClC1=C(C=C2C=NN(C2=C1)C)\N=C\1/NC(N(C(N1CC1=C(C=C(C(=C1)F)F)F)=O)CC1=NN(C=N1)C)=O (6E)-6-[(6-chloro-1-methyl-1H-indazol-5-yl)imino]-3-[(1-methyl-1H-1,2,4-triazol-3-yl)methyl]-1-(2,4,5-trifluorobenzyl)-1,3,5-triazin-2,4-dione